CC(CNC1=NC=C(C=N1)SC)CNC1=NC=C(N=C1)C=1C=NNC1C(F)(F)F 2-Methyl-N1-(5-(methylthio)pyrimidin-2-yl)-N3-(5-(5-(trifluoromethyl)-1H-pyrazol-4-yl)pyrazin-2-yl)propane-1,3-diamine